(1-tertiary butyl-3-((2R,4R)-4-hydroxytetrahydrofuran-2-yl)-1H-pyrazol-5-yl)-3-(2,2-difluoroethoxy)-1-methyl-1H-pyrazole-5-carboxylic acid amide C(C)(C)(C)N1N=C(C=C1C=1C(=NN(C1C(=O)N)C)OCC(F)F)[C@@H]1OC[C@@H](C1)O